(R)-(4-((1-(2-fluoroethyl)pyrrolidin-3-yl)oxy)phenyl)(6-hydroxy-2-(4-hydroxyphenyl)benzo[b]thiophen-3-yl)methanone FCCN1C[C@@H](CC1)OC1=CC=C(C=C1)C(=O)C=1C2=C(SC1C1=CC=C(C=C1)O)C=C(C=C2)O